5-Chloro-3,6-dimethyl-1-(tetrahydro-2H-pyran-2-yl)-4-(4,4,5,5-tetramethyl-1,3,2-dioxaborolan-2-yl)-1H-indazole ClC=1C(=C2C(=NN(C2=CC1C)C1OCCCC1)C)B1OC(C(O1)(C)C)(C)C